C1(=CC=CC=C1)P([O-])=O.C[Ca+] methyl-Calcium phenylphosphinate